N12CC(C(CC1)CC2)OC(NC2(CC2)C2=CC=C(C=C2)C=2C=CC1=C(N=CS1)C2)=O {1-[4-(1,3-benzothiazol-5-yl)phenyl]cyclopropyl}carbamic acid 1-azabicyclo[2.2.2]oct-3-yl ester